FC1(CC(CCC1)N(C1=CC=CC=C1)C(CC1(CCN(CC1)C(=O)N1CCC2=CC=C(C=C12)C)C(=O)O)=O)F 4-[2-(N-(3,3-difluorocyclohexyl)anilino)-2-oxo-ethyl]-1-(6-methylindoline-1-carbonyl)piperidine-4-carboxylic acid